C(C)(=O)OC(C(NCC)=O)[C@@H](NC([C@@H](NC(OC(C(C)C)C(F)(F)C1=CC(=CC=C1)Cl)=O)CC1=CC=CC=C1)=O)C[C@H]1C(NCC1)=O (6S,9S)-9-Benzyl-13-((3-chlorophenyl)difluoromethyl)-14-methyl-4,8,11-trioxo-6-(((S)-2-oxopyrrolidin-3-yl)methyl)-12-oxa-3,7,10-triazapentadecan-5-yl acetate